N-(2-ethoxy-4-(4-methyl-4H-1,2,4-triazol-3-yl)phenyl)-8-(3-methoxy-3-methylazetidin-1-yl)-6-methylpyrido[3,4-d]pyrimidin-2-amine C(C)OC1=C(C=CC(=C1)C1=NN=CN1C)NC=1N=CC2=C(N1)C(=NC(=C2)C)N2CC(C2)(C)OC